ClC1=C(C=CC=C1C1=C(C(=NC=C1)Cl)Cl)C1=CC=C(C(=N1)OC)CN(C(OC(C)(C)C)=O)C[C@H]1NC(CC1)=O (S)-tert-butyl ((6-(2-chloro-3-(2,3-dichloropyridin-4-yl) phenyl)-2-methoxypyridin-3-yl)methyl)((5-oxopyrrolidin-2-yl)methyl)carbamate